BrC=1C=CC(=C2C=C(NC12)C(=O)OC)F methyl 7-bromo-4-fluoro-1H-indole-2-carboxylate